C1(CCCCC1)CC(=O)C1=NC2=C(N1)C=C(C(=C2)Cl)Cl 2-cyclohexyl-1-(5,6-dichloro-1H-1,3-benzodiazol-2-yl)ethan-1-one